(2S,5S)-5-methylpyrrolidine-2-carboxylic acid hydrochloride Cl.C[C@H]1CC[C@H](N1)C(=O)O